ClC1=CC=C2C(=CC(=CC2=C1Cl)N1[C@@H](C[C@@H](C1)O)C(=O)OC)N1C=NC=C1 methyl (2S,4S)-1-(7,8-dichloro-4-(1H-imidazol-1-yl)naphthalen-2-yl)-4-hydroxypyrrolidine-2-carboxylate